C(C)(C)(C)OC(=O)N1[C@@H]([C@@H]2C[C@@H]2C1)C=O (1r,2s,5s)-2-formyl-3-azabicyclo[3.1.0]hexane-3-carboxylic acid tert-butyl ester